2-((4-((6-((4-chloro-2-fluorophenoxy)methyl)pyridin-2-yl)oxy)piperidine-1-yl)methyl)-1-methyl-1H-benzo[d]imidazole-6-carboxylic acid ClC1=CC(=C(OCC2=CC=CC(=N2)OC2CCN(CC2)CC2=NC3=C(N2C)C=C(C=C3)C(=O)O)C=C1)F